CC1=NC(=CC(=C1)C=1C=2N(C(=NC1C1=CC=C(C=C1)F)N)N=C(N2)CC2=NC=CC=C2F)C 8-(2,6-dimethylpyridin-4-yl)-7-(4-fluorophenyl)-2-[(3-fluoropyridin-2-yl)methyl]-[1,2,4]triazolo[1,5-c]pyrimidin-5-amine